Ethyl 5-acetyl-7-hydroxy-6,7-dihydro-5H-pyrrolo[1,2-b][1,2,4]triazole-2-carboxylate C(C)(=O)C1CC(C=2N1N=C(N2)C(=O)OCC)O